5-methyl-2-(tetrahydrofuran-3-yl)aniline CC=1C=CC(=C(N)C1)C1COCC1